OC[C@H]1O[C@@H]([C@@H]([C@H]([C@H]1O)N1N=NC(=C1)C1=C(C(=C(C=C1)F)F)F)OC)CN1N=NC(=C1)C1(CCC1)C (2R,3R,4S,5R,6R)-2-(hydroxymethyl)-5-methoxy-6-((4-(1-methylcyclobutyl)-1H-1,2,3-triazol-1-yl)methyl)-4-(4-(2,3,4-trifluorophenyl)-1H-1,2,3-triazol-1-yl)tetrahydro-2H-pyran-3-ol